11-Eicosenal C(CCCCCCCCCC=CCCCCCCCC)=O